CN(CCOC1=CC=C(C=N1)N)C 6-(2-(dimethylamino)ethoxy)pyridin-3-amine